1-(2-((2-((3-chloro-2-fluorobenzyl)amino)-2-oxoethyl)(neopentyl)amino)-2-oxoethyl)-1H-indazole-3-Formamide ClC=1C(=C(CNC(CN(C(CN2N=C(C3=CC=CC=C23)C(=O)N)=O)CC(C)(C)C)=O)C=CC1)F